methyl-N-(triethylammonium sulfonyl)-carbamate COC(NS(=O)(=O)[N+](CC)(CC)CC)=O